phospho-silanol-HCl Cl.P(=O)(=O)[SiH2]O